3-((S)-2,2-di((Z)-heptadec-8-en-1-yl)-1,3-dioxolan-4-yl)propan-1-ol C(CCCCCC\C=C/CCCCCCCC)C1(OC[C@@H](O1)CCCO)CCCCCCC\C=C/CCCCCCCC